3-(2-Aminoethyl)pentane-1,5-diamine NCCC(CCN)CCN